ClC=1C=C2C=NN(C2=CC1N1CCN(CC1)C1(COC1)C)C=1C=NN(C1)[C@@H]1C[C@@H](C1)COC 5-chloro-1-{1-[cis-3-(methoxymethyl)cyclobutyl]-1H-pyrazol-4-yl}-6-[4-(3-methyloxetan-3-yl)piperazin-1-yl]-1H-indazole